(3r,4r)-4-({4-[4-fluoro-2-methyl-1-(propane-2-yl)-1H-benzoimidazol-6-yl]-5-methylpyrimidin-2-yl}amino)-1-(methylsulfonyl)piperidin-3-ol FC1=CC(=CC=2N(C(=NC21)C)C(C)C)C2=NC(=NC=C2C)N[C@H]2[C@@H](CN(CC2)S(=O)(=O)C)O